6-[(8-cyclopropyl-9H-purin-6-yl)amino]-3-methyl-3-(trifluoromethyl)-2H-imidazo[1,5-a]pyridine-1,5-dione C1(CC1)C=1NC2=NC=NC(=C2N1)NC1=CC=C2N(C1=O)C(NC2=O)(C(F)(F)F)C